7,8-dihydro-2-(pyrimidin-2-yl)-phthalazin-1-one N1=C(N=CC=C1)N1C(C=2CCC=CC2C=N1)=O